[Si](C)(C)(C(C)(C)C)OCCCN1CCN(CC1)C=1SC2=C(N1)C(=CC(=C2)C(=O)NC2CCCC2)Cl 2-(4-(3-((tert-butyldimethylsilyl)oxy)propyl)piperazin-1-yl)-4-chloro-N-cyclopentylbenzo[d]thiazole-6-carboxamide